CC1=CC=C(C=C1)SSC1=CC=C(C=C1)C di(4-methylphenyl) disulfide